(S)-3-(3,5-dichlorophenyl)-3-(1-(2-(5,6,7,8-tetrahydro-1,8-naphthyridin-2-yl)ethyl)-1H-pyrazole-4-carboxamido)propionic acid ClC=1C=C(C=C(C1)Cl)[C@H](CC(=O)O)NC(=O)C=1C=NN(C1)CCC1=NC=2NCCCC2C=C1